7-(8-ethynyl-7-fluoronaphthalen-1-yl)-8-fluoro-2-(((2R,7aR)-2-fluorotetrahydro-1H-pyrrolizin-7a(5H)-yl)methoxy)-N-methyl-N-((R)-pyrrolidin-3-yl)pyrido[4,3-d]pyrimidin-4-amine C(#C)C=1C(=CC=C2C=CC=C(C12)C1=C(C=2N=C(N=C(C2C=N1)N([C@H]1CNCC1)C)OC[C@@]12CCCN2C[C@@H](C1)F)F)F